2-(5-chlorothiophen-2-yl)-2-(1-(4-(methoxymethyl)piperidine-1-carbonyl)piperidin-4-ylidene)acetonitrile ClC1=CC=C(S1)C(C#N)=C1CCN(CC1)C(=O)N1CCC(CC1)COC